2,2'-diisopropylbiphenyl C(C)(C)C1=C(C=CC=C1)C1=C(C=CC=C1)C(C)C